1-(4-(6-(2-hydroxyphenyl)pyridazin-4-yl)phenyl)piperidine OC1=C(C=CC=C1)C1=CC(=CN=N1)C1=CC=C(C=C1)N1CCCCC1